tert-butyl N-[2-[2-[2-[2-[(6-fluoro-2-pyridyl)sulfonylamino]thiazol-4-yl]phenyl]ethylsulfonylamino]ethyl]carbamate FC1=CC=CC(=N1)S(=O)(=O)NC=1SC=C(N1)C1=C(C=CC=C1)CCS(=O)(=O)NCCNC(OC(C)(C)C)=O